ClC=1C=C(C(=NC1)OC1=CC=C2C(=N1)N=C(N2C(C)C)C(=O)NC2(CCS(CC2)(=O)=O)C)OCC(F)F 5-((5-chloro-3-(2,2-difluoroethoxy)pyridin-2-yl)oxy)-1-isopropyl-N-(4-methyl-1,1-dioxidotetrahydro-2H-thiopyran-4-yl)-1H-imidazo[4,5-b]pyridine-2-carboxamide